1-(3-chloro-2-cyano-4-methylsulfonylphenyl)-4,6-difluoro-3,4-dihydro-2H-quinoline-8-carbonitrile ClC=1C(=C(C=CC1S(=O)(=O)C)N1CCC(C2=CC(=CC(=C12)C#N)F)F)C#N